4-Bromo-N1,3-dimethyl-6-(trifluoromethyl)benzene-1,2-diamine BrC=1C(=C(C(=C(C1)C(F)(F)F)NC)N)C